tert-butyl N-[2-[4-(dimethylcarbamoyl) phenyl] ethyl]-N-methylcarbamate CN(C(=O)C1=CC=C(C=C1)CCN(C(OC(C)(C)C)=O)C)C